C(C)(=O)N[C@@H](CCCCNC(=O)OC(C)(C)C)C(=O)NCCNC([C@H](CCN(C(CO)=O)[C@H](C(C)(C)C)C=1N(C=C(C1)C1=C(C=CC(=C1)F)F)CC1=CC=CC=C1)N)=O N2-Acetyl-N-[2-({(2S)-2-amino-4-[{(1R)-1-[1-benzyl-4-(2,5-difluorophenyl)-1H-pyrrol-2-yl]-2,2-dimethylpropyl}(glycoloyl)amino]butanoyl}amino)ethyl]-N6-(tert-butoxycarbonyl)-L-lysinamid